C1(CCCC1)O[C@H]1C[C@@H](N(CC1)CC1=C2C=CNC2=C(C=C1OC)C)C1=CC=C(C(=O)O)C=C1 4-((2R,4R)-4-(cyclopentyloxy)-1-((5-methoxy-7-methyl-1H-indol-4-yl)methyl)piperidin-2-yl)benzoic acid